BrC1=C2CCCN(C2=CC=C1)C=1C2=C(N=C(N1)Cl)N=CC(=C2)F 4-(5-bromo-3,4-dihydroquinolin-1(2H)-yl)-2-chloro-6-fluoropyrido[2,3-d]pyrimidine